CC1=C(C=CC=C1C(F)(F)F)[C@@H](C)NC1=NN=CC2=CC=C(C=C12)N1CCOCC1 (R)-N-(1-(2-methyl-3-(trifluoromethyl)phenyl)ethyl)-7-morpholino-phthalazin-1-amine